NC1=NC(=C2C(=N1)N(N=C2)CC2=C(C=C(C=C2)[N+](=O)[O-])F)C=2C(=C(C#N)C=CC2)F 3-[6-amino-1-[(2-fluoro-4-nitro-phenyl)methyl]pyrazolo[3,4-d]pyrimidine-4-yl]-2-fluoro-benzonitrile